C(C)(C)C=1C(=NNC1C=1C=C(C=2N(C1)N=CN2)C)C=2SC(=CN2)C2CCC(CC2)NC 4-(2-(4-isopropyl-5-(8-methyl-[1,2,4]triazolo[1,5-a]pyridin-6-yl)-1H-pyrazol-3-yl)thiazol-5-yl)-N-methylcyclohexan-1-amine